(4R)-4-[3-[3-[4-[2-methylsulfonyl-5-(trifluoromethyl)-3-pyridinyl]phenyl]azetidin-1-yl]-3-oxo-propyl]oxazolidin-2-one CS(=O)(=O)C1=NC=C(C=C1C1=CC=C(C=C1)C1CN(C1)C(CC[C@H]1NC(OC1)=O)=O)C(F)(F)F